BrC1=C(C=C(C=C1)F)C#CCNC(O)=O (3-(2-bromo-5-fluorophenyl)prop-2-yn-1-yl)-carbamic acid